(R)-2-(4,4-difluoroazepan-1-yl)-5-(3,5-difluorophenyl)-4-methyl-N-(3-(S-methylsulfonimidoyl)phenyl)nicotinamide FC1(CCN(CCC1)C1=C(C(=O)NC2=CC(=CC=C2)[S@@](=O)(=N)C)C(=C(C=N1)C1=CC(=CC(=C1)F)F)C)F